C1(CCC1)OC=1C=C(C=CC1)C1=CC(=NN1CC1=C(C=CC=C1)OCC)CO [5-(3-Cyclobutoxyphenyl)-1-[(2-ethoxyphenyl)-methyl]-1H-pyrazol-3-yl]methanol